tert-butyl 1-((3-((5-ethyl-2-methoxyphenyl) sulfonamido)-4-methoxy benzo[d]isoxazol-6-yl)methyl)-1,4,6,7-tetrahydro-5H-pyrazolo[4,3-c]pyridine-5-carboxylate C(C)C=1C=CC(=C(C1)S(=O)(=O)NC1=NOC2=C1C(=CC(=C2)CN2N=CC=1CN(CCC12)C(=O)OC(C)(C)C)OC)OC